CN(C=CC(=O)C1=C(C2=CC=CC=C2C=C1)O)C 3-dimethylamino-1-(1-hydroxynaphthalen-2-yl)prop-2-en-1-one